(2-(2-fluorophenyl)-3-methyl-1H-indol-5-yl)methylamine hydrochloride Cl.FC1=C(C=CC=C1)C=1NC2=CC=C(C=C2C1C)CN